C(=CCCCCCCCCCCCCCCCC)N1C(=C(C(C(=C1)O)=O)O)C(C)=O N-octadecenyl-2-acetyl-3,5-dihydroxypyridin-4-one